OC1(C(CCCC1)O)COC1=CC=C(C(=N1)C)C=1C=CC(=C(COC2=CC=3C[C@@H]4[C@H](C3C=C2)[C@H]4C(=O)OCC)C1)F (1S,1aS,6aR)-4-((5-(6-((1,2-dihydroxycyclohexyl)methoxy)-2-methylpyridin-3-yl)-2-fluorobenzyl)oxy)-1,1a,6,6a-tetrahydrocyclopropa[a]indene-1-carboxylic acid, ethyl ester